1-[2-fluoro-5-(3-methyltriazol-4-yl)phenyl]-6-oxo-pyridazine-3-carboxamide FC1=C(C=C(C=C1)C=1N(N=NC1)C)N1N=C(C=CC1=O)C(=O)N